5-methyl-7-(3-{[5-methyl-1-(propan-2-yl)-1H-pyrazol-3-yl]carbamoyl}azetidin-1-yl)-4-oxo-1-[3-(pyridin-2-yl)-1,2,4-thiadiazol-5-yl]-1,4-dihydro-1,8-naphthyridine-3-carboxylic acid CC1=C2C(C(=CN(C2=NC(=C1)N1CC(C1)C(NC1=NN(C(=C1)C)C(C)C)=O)C1=NC(=NS1)C1=NC=CC=C1)C(=O)O)=O